C(CCCCCCC)OC1=CC=C(C=C1)C1=CC=C(C=C1)C#N 4'-octyloxy-4-cyanobiphenyl